FC1=C2C=CN(C2=CC=C1)S(=O)(=O)C1=CC=CC=C1 4-fluoro-1-(phenylsulfonyl)-1H-indole